BrC=1C(=C(C(=NC1)Cl)C(=O)O)C 5-bromo-2-chloro-4-methyl-pyridine-3-carboxylic acid